C(C)N1C(=NN=C1)C1=CC(=C(C=C1)NC=1N=CC2=C(N1)C(=NC(=C2)C)N2CC1(CCOC1)CC2)OC N-(4-(4-ethyl-4H-1,2,4-triazol-3-yl)-2-methoxyphenyl)-6-methyl-8-(2-oxa-7-azaspiro[4.4]nonan-7-yl)pyrido[3,4-d]pyrimidin-2-amine